R-urea NC(=O)N